N1=CN=CC2=C1CCN(C2)C(=O)[C@@H]2CC21CCN(CC1)C(=O)OC(C(F)(F)F)C(F)(F)F 1,1,1,3,3,3-hexafluoropropan-2-yl (R)-1-(5,6,7,8-tetrahydropyrido[4,3-d]pyrimidine-6-carbonyl)-6-azaspiro[2.5]octane-6-carboxylate